C(C)OC(C=C[C@@H]1N(CCC1)C1=NC(=C(N=C1)C1=CC=CC=C1)C1=CC=CC=C1)=O (R)-3-(1-(5,6-diphenylpyrazin-2-yl)pyrrolidin-2-yl)acrylic acid ethyl ester